CC1[C@@H]2[C@H](OC(O1)(C)C)[C@@H]([C@H](CO2)OC)N2N=NC(=C2)C2=CC(=C(C(=C2)F)F)F methyl-(4aR,6R,7R,8R,8aR)-7-methoxy-2,2-dimethyl-8-(4-(3,4,5-trifluorophenyl)-1H-1,2,3-triazol-1-yl)hexahydropyrano[3,2-d][1,3]dioxine